[Co].[Ni] Nickel cobalt salt